2-(2-(1,1-difluoroethyl)-4-fluorophenyl)-6H-Thieno[2,3-e]indazole hydrochloride Cl.FC(C)(F)C1=C(C=CC(=C1)F)C1=CC=2C(=C3C=NNC3=CC2)S1